((2S,4R,5R)-4-acetoxy-5-(2-amino-7-(3,4-difluorobenzyl)-8-oxo-7,8-dihydro-9H-purin-9-yl)tetrahydrofuran-2-yl)methylacetat C(C)(=O)O[C@@H]1C[C@H](O[C@H]1N1C2=NC(=NC=C2N(C1=O)CC1=CC(=C(C=C1)F)F)N)COC(C)=O